7,7-difluoro-1-(pyrazin-2-yl)-4,5,6,7-tetrahydro-1H-indazole-3-carboxylic acid ethyl ester C(C)OC(=O)C1=NN(C=2C(CCCC12)(F)F)C1=NC=CN=C1